ClC1=CC=2C(C3=C(N=C(S3)N3CCCCC3)OC2C=C1C)=O 7-chloro-6-methyl-2-(piperidin-1-yl)-9H-chromeno[2,3-d]thiazol-9-one